C(C)(=O)NC1=CC(=CC(=N1)N1C[C@H](CC1)N(C(OC(C)(C)C)=O)C)C=1C(=C(C=C(C1)F)C1=CC(=C(C=C1)N1C(N(C=C1)C)=O)Cl)OC (S)-tert-butyl (1-(6-acetamido-4-(3'-chloro-5-fluoro-2-methoxy-4'-(3-methyl-2-oxo-2,3-dihydro-1H-imidazol-1-yl)-[1,1'-biphenyl]-3-yl)pyridin-2-yl)pyrrolidin-3-yl)(methyl)carbamate